n-docosyldodecyl ether C(CCCCCCCCCCCCCCCCCCCCC)OCCCCCCCCCCCC